CC(C(=O)OC(C)(C)C)(CCCCCC\C=C\CCCCCCC(C(=O)OC(C)(C)C)(C)C)C di-tert-butyl (E)-2,2,17,17-tetramethyloctadec-9-enedioate